FC1([C@@H]([C@H](CCC1)N1CCC2(CCCN2)CC1)NC(CC=1C(=C(C=CC1)C1=CC(=CC(=C1)F)F)F)=O)F N-((1R,6S)-2,2-difluoro-6-(1,8-diazaspiro[4.5]decan-8-yl)cyclohexyl)-2-(2,3',5'-trifluoro-[1,1'-biphenyl]-3-yl)acetamide